C(=O)(OC(C)(C)C)NC[C@H](C(=O)O)C1=CC=CC=C1 (R)-3-(Boc-amino)-2-phenylpropionic acid